ClC=1C=C2C(=NC1)[C@H](C1(O2)CC1)CNC(OC(C)(C)C)=O |r| rac-tert-butyl [(6'-chloro-3'H-spiro[cyclopropane-1,2'-furo[3,2-b]pyridin]-3'-yl)methyl]carbamate